N-(4-fluoro-3-methylphenyl)-7,10a-dimethyl-2-(2-methyltetrahydrofuran-2-carbonyl)-2,3,3a,4,10,10a-hexahydro-1H,7H-dipyrrolo[3,4-b:3',4'-f][1,4,5]oxathiazocine-8-carboxamide 5,5-dioxide FC1=C(C=C(C=C1)NC(=O)C=1N(C=C2C1OCC1(C(NS2(=O)=O)CN(C1)C(=O)C1(OCCC1)C)C)C)C